4-(7-(4-methoxybenzyl)-5,6,7,8-tetrahydroimidazo[1,5-a]pyrazin-3-yl)morpholine COC1=CC=C(CN2CC=3N(CC2)C(=NC3)N3CCOCC3)C=C1